2-chloro-N-(4-(1,1,1,3,3,3-hexafluoro-2-hydroxypropan-2-yl)phenyl)-N-methylbenzamide ClC1=C(C(=O)N(C)C2=CC=C(C=C2)C(C(F)(F)F)(C(F)(F)F)O)C=CC=C1